CC1=C2C(=NC=C1)C(=C(N2)C2=C(C=NC=C2)OC[C@H]2N(CCC2)C(C=C)=O)C2=CC=CC=C2 1-[(2S)-2-({[4-(7-methyl-3-phenyl-1H-pyrrolo[3,2-b]pyridin-2-yl)pyridin-3-yl]oxy}methyl)pyrrolidin-1-yl]prop-2-en-1-one